FC(C(=O)N1CC(C1)N1C(N(C2=NC=CC(=C21)N2CC1(C2)CNCC1)C1=CC=C(C=C1)C(F)(F)F)=O)=C 1-[1-(2-fluoroacryloyl)azetidin-3-yl]-3-[4-(trifluoromethyl)phenyl]-7-(2,6-diazaspiro[3.4]oct-2-yl)-2,3-dihydro-1H-imidazo[4,5-b]pyridin-2-one